(1R,2S,3R)-2-METHYL-3-VINYLCYCLOHEXYL METHANESULFONATE CS(=O)(=O)O[C@H]1[C@H]([C@H](CCC1)C=C)C